tert-butyl 6-((2,2-difluoroethoxy)methyl)-2-(methoxymethoxy)-3-vinylbenzoate FC(COCC1=CC=C(C(=C1C(=O)OC(C)(C)C)OCOC)C=C)F